C[C@](CC1=CC=C(C=C1)O)(C(=O)O)N L-α-methyltyrosine